5-fluoro-3-(2-{3-methoxy-4-[(1s,3s)-3-(dimethylamino)cyclobutoxy]phenyl-amino}-4-pyrimidinylamino)-1,2-dihydro-2-quinolinone FC1=C2C=C(C(NC2=CC=C1)=O)NC1=NC(=NC=C1)NC1=CC(=C(C=C1)OC1CC(C1)N(C)C)OC